Isobutyl (5-(7-fluoro-4-oxo-3,4-dihydrophthalazin-1-yl)-1H-benzimidazol-2-yl)carbamate FC1=CC=C2C(NN=C(C2=C1)C1=CC2=C(NC(=N2)NC(OCC(C)C)=O)C=C1)=O